ClC(OC1=CC=C(C=C1)NC(=O)C=1C=C2CCNC2=C(C1)C1=CC=NN1C1OCCCC1)(F)F N-(4-(chlorodifluoromethoxy)phenyl)-7-(1-(tetrahydro-2H-pyran-2-yl)-1H-pyrazol-5-yl)indoline-5-carboxamide